D-(+)-glycine NCC(=O)O